CC=1C=C(C=CC1C)C1=NN(C2=C1C=NC=1C=CC(=CC21)OC)C2=C(C=CC(=C2)N2CCN(CC2)C)C 3-(3,4-dimethylphenyl)-8-methoxy-1-[2-methyl-5-(4-methylpiperazin-1-yl)phenyl]-1H-pyrazolo[4,3-c]quinoline